N-(2-Fluoroethyl)-2-(furan-2-yl)imidazo[1,2-a]pyridin-7-amine FCCNC1=CC=2N(C=C1)C=C(N2)C=2OC=CC2